C1(=CC=CC=C1)C1=C(COC2=CC=C(C=C12)C(F)(F)F)C(=O)O 4-phenyl-6-(trifluoromethyl)-2H-chromene-3-carboxylic acid